Cl.NCC(=O)N(C)C1=CC(=C(C=C1)F)Cl 2-amino-N-(3-chloro-4-fluorophenyl)-N-methylacetamide hydrochloride